N-[[1-(2-Amino-2-oxo-ethyl)-4-piperidyl]methyl]-2-ethyl-4-[(3-iodoimidazo[1,2-a]pyrazin-8-yl)amino]benzamide NC(CN1CCC(CC1)CNC(C1=C(C=C(C=C1)NC=1C=2N(C=CN1)C(=CN2)I)CC)=O)=O